3-bromo-N-methyl-1H-indole-6-carboxamide BrC1=CNC2=CC(=CC=C12)C(=O)NC